BrC(C(CBr)=O)Br 1,1,3-tribromopropan-2-one